C(C)(=O)N1CCC(CC1)OC1=C(C=C(C=C1)C=1C=C(C(=NC1F)N)C=1C=C2CCNC(C2=CC1)=O)OC 6-(5-(4-((1-acetylpiperidin-4-yl)oxy)-3-methoxyphenyl)-2-amino-6-fluoropyridin-3-yl)-3,4-dihydroisoquinolin-1(2H)-one